N-(1-(6-methoxypyridin-2-yl)ethyl)acetamide COC1=CC=CC(=N1)C(C)NC(C)=O